FC(C1=NN2C(N=C(C=C2NC[C@H](C2=CC=C(C=C2)F)N2[C@H]3CC([C@H](C2)C3)O)C(F)(F)F)=C1)(F)F (1R,4S)-2-((S)-2-((2,5-bis(trifluoromethyl)pyrazolo[1,5-a]pyrimidin-7-yl)amino)-1-(4-fluorophenyl)ethyl)-2-azabicyclo[2.2.1]heptan-5-ol